C(C)N(C(COC=1C=C(C=C2C(=NC=NC12)N[C@H](C)C=1C=NC(=NC1)C(F)(F)F)C1=CC=C(C=C1)F)=O)CC (R)-N,N-diethyl-2-((6-(4-fluorophenyl)-4-((1-(2-(trifluoromethyl)pyrimidin-5-yl)ethyl)amino)quinazolin-8-yl)oxy)acetamide